(4-(4-cyanophenyl)piperidine-1-carbonyl)-2-methylbenzoic acid methyl ester COC(C1=C(C(=CC=C1)C(=O)N1CCC(CC1)C1=CC=C(C=C1)C#N)C)=O